5-(3-propylthiobenzoyl)amino-3-(1-propylpiperidin-4-yl)-1H-indole C(CC)C=1C=C(C(=S)NC=2C=C3C(=CNC3=CC2)C2CCN(CC2)CCC)C=CC1